The molecule is a long-chain primary fatty alcohol that is (8Z,11Z,14Z)-icosatriene in which one of the methyl hydrogens at position 1 is replaced by a hydroxy group. CCCCC/C=C\\C/C=C\\C/C=C\\CCCCCCCO